dicyanodibenzo[a,c]phenazine C(#N)C=1C=CC2=C(C3=NC4=CC=CC=C4N=C3C3=C2C=CC=C3)C1C#N